OC1=C(C(=O)NCCCCCCCC(=O)O)C=CC=C1.N1C=CC=C1 1H-pyrrole 8-(2-hydroxybenzoamido)octanoate